(5,9,13,17-tetramethyloctadecanoyl)pentaerythritol CC(CCCC(=O)C(O)C(CO)(CO)CO)CCCC(CCCC(CCCC(C)C)C)C